NC1CC(C1)([2H])C1=C(C#N)C=CC(=C1)Cl 2-(3-aminocyclobutyl-1-d)-4-chlorobenzonitrile